N-((3,3-dimethyl-1,2,3,5,6,7-hexahydrodicyclopenta[b,e]pyridin-8-yl)carbamoyl)-4-(hydroxymethyl)-2-(2-hydroxypropan-2-yl)thiazole-5-sulfonimidamide CC1(CCC=2C1=NC1=C(C2NC(=O)NS(=O)(=N)C2=C(N=C(S2)C(C)(C)O)CO)CCC1)C